CC1=CC(=CC(=C1)S(=O)(=O)C)C 1,3-dimethyl-5-(methylsulfonyl)benzene